tert-butyl (5-fluoro-2-(5-((2,2,2-trifluoroacetamido)methyl)pyrazine-2-carboxamido)phenyl)carbamate FC=1C=CC(=C(C1)NC(OC(C)(C)C)=O)NC(=O)C1=NC=C(N=C1)CNC(C(F)(F)F)=O